2-(6-bromo-4-methylpyridin-2-yl)-9-oxa-2,6-diazaspiro[4.5]decan-7-one BrC1=CC(=CC(=N1)N1CC2(CC1)NC(COC2)=O)C